BrC=1C=C2C(NC(C2=CC1C)=O)C 5-bromo-3,6-dimethyl-isoindolin-1-one